CN1C(N(C=2N=CN(C2C1=O)CC(=O)NC1=CC=C(C=C1)C=1N=NN(C1)C1=CC(=CC=C1)C(F)(F)F)C)=O 2-(1,3-dimethyl-2,6-dioxo-1,2,3,6-tetrahydropurin-7-yl)-N-{4-[1-(3-trifluoromethylphenyl)-1H-[1,2,3]triazol-4-yl]-phenyl}acetamide